5,5-difluoro-octahydrocyclopenta[c]pyrrole hydrochloride Cl.FC1(CC2C(CNC2)C1)F